FC=1C=C(C=C(C1N1C2C(CC1)OCC2)F)NC(=O)C=2N=C(OC2CC(F)(F)F)N2CCCC2 N-(3,5-difluoro-4-(hexahydro-4H-furo[3,2-b]pyrrol-4-yl)phenyl)-2-(pyrrolidin-1-yl)-5-(2,2,2-trifluoroethyl)oxazole-4-carboxamide